C(CCCCC)NC(=O)NCCCCCC di-N-hexyl-urea